3-Bromo-1-cyclohexyl-5-isobutyl-pyrazole BrC1=NN(C(=C1)CC(C)C)C1CCCCC1